5,8-difluoro-3,4-dihydroisoquinoline-1(2H)-on FC1=C2CCNC(C2=C(C=C1)F)=O